ClC1(CN2C[C@H](N(C(C2)=O)C2CC3(C2)CCN(CC3)C(=O)OC(C)(C)C)C3=C(C=CC=C3)C(C)C)CC=CC=C1 |o1:5| tert-butyl (R or S)-2-(4-(1-chlorobenzyl)-2-(2-isopropylphenyl)-6-oxopiperazin-1-yl)-7-azaspiro[3.5]nonane-7-carboxylate